3-chloro-N-methyl-N-(1-(3-(2-methylhydrazine-1-carbonyl)pyrazin-2-yl)ethyl)-5-(trifluoromethyl)benzamide ClC=1C=C(C(=O)N(C(C)C2=NC=CN=C2C(=O)NNC)C)C=C(C1)C(F)(F)F